5-bromo-N-(2-ethyl-6-(1-(methylsulfonyl)piperidin-4-yl)imidazo[1,2-a]pyridin-3-yl)-4-(4-fluorophenyl)-N-methylthiazol-2-amine BrC1=C(N=C(S1)N(C)C1=C(N=C2N1C=C(C=C2)C2CCN(CC2)S(=O)(=O)C)CC)C2=CC=C(C=C2)F